BrC1=NC=CC(=C1)C(C)N 1-(2-bromopyridin-4-yl)ethan-1-amine